Cl.C(C)(C)(C)OC([C@@H](NC(=O)OC(C)(C)C)CCCCN)=O tert-Butyl-N2-(tert-butoxycarbonyl)-L-lysinat hydrochlorid